8-ethyl-7-fluoro-3-(methoxymethoxy)naphthalen-1-yl pivalate C(C(C)(C)C)(=O)OC1=CC(=CC2=CC=C(C(=C12)CC)F)OCOC